FC1=CC=C(C=C1)N1C(=NC=C(C1=O)C(=O)O)SC 1-(4-fluorophenyl)-2-(methylthio)-6-oxo-1,6-dihydropyrimidine-5-carboxylic acid